FC1=C(C=C2CC([C@H](C2=C1)NC(O[C@@H]1CN2CCC1CC2)=O)(C)C)C2=CC=C(C=C2)OC (S)-quinuclidin-3-yl ((R)-6-fluoro-5-(4-methoxyphenyl)-2,2-dimethyl-2,3-dihydro-1H-inden-1-yl)carbamate